C1(C=CC=C1)[Co]C1C=CC=C1.[Ni] nickel dicyclopentadienyl-cobalt